5-acetyl-1-(4-fluorophenyl)-N-[4-[[6-methoxy-7-(2-methoxyethoxy)-1,5-naphthyridin-4-yl]oxy]phenyl]-6-methyl-2-oxopyridine-3-carboxamide C(C)(=O)C=1C=C(C(N(C1C)C1=CC=C(C=C1)F)=O)C(=O)NC1=CC=C(C=C1)OC1=CC=NC2=CC(=C(N=C12)OC)OCCOC